CC(CN=CC1=CC=CC=C1O)N=CC2=CC=CC=C2O N,N'-bis(salicylidene)-1,2-propanediamine